(3-aminophenyl)(pyrrolidin-1-yl)methanone NC=1C=C(C=CC1)C(=O)N1CCCC1